C(C(C)C)(OC(C1=CC=CC=C1)(C)C)([O-])[O-] dimethylbenzyl orthoisobutyrate